C(CCCCCCCC(=O)[O-])(=O)[O-].[K+].[K+] dipotassium azelate salt